C(C1=CC=CC=C1)OC(NC=1C(=NC(=CC1)\C=C\CC1=CC=CC=C1)NC(=O)OCC1=CC=CC=C1)=O N-[2-(benzyloxycarbonylamino)-6-[(E)-3-phenylprop-1-enyl]-3-pyridyl]Carbamic acid benzyl ester